[N+](=O)([O-])C=1C=CC(=NC1)SSC1=NC=C(C=C1)[N+](=O)[O-] 1,2-bis(5-nitropyridin-2-yl)disulfane